2-aminoadamantane-2-carbonitrile NC1(C2CC3CC(CC1C3)C2)C#N